4-(10-hydroxydecyloxy)-3-methoxybenzyl alcohol OCCCCCCCCCCOC1=C(C=C(CO)C=C1)OC